(1r,2s)-5'-methoxy-2-{3-[(3-methoxypyridin-2-yl)amino]-1H-indazol-6-yl}spiro[cyclopropane-1,3'-indol]-2'(1'H)-one COC=1C=C2[C@]3(C(NC2=CC1)=O)[C@@H](C3)C3=CC=C1C(=NNC1=C3)NC3=NC=CC=C3OC